tert-butyl N-[3-({5-[(4-methylbenzenesulfonyl)oxy]pentyl}oxy)propyl]carbamate CC1=CC=C(C=C1)S(=O)(=O)OCCCCCOCCCNC(OC(C)(C)C)=O